CC1=CC=C(C=N1)OC1=CC(=NC=C1)C#N 4-((6-methylpyridin-3-yl)oxy)picolinonitrile